methoxymethyl 4-(benzyloxy)-2,3,6-trimethyl-5-vinylbenzoate C(C1=CC=CC=C1)OC1=C(C(=C(C(=O)OCOC)C(=C1C=C)C)C)C